FC=1C=C2C(N(C(NC2=CC1C1=NC=C(C=N1)C(F)(F)F)=O)CCC[C@H](C)NC=1C=NN(C(C1C(F)(F)F)=O)COCC[Si](C)(C)C)=O 6-fluoro-3-[(4S)-4-[[6-oxo-5-(trifluoromethyl)-1-(2-trimethylsilylethoxymethyl)pyridazine-4-yl]amino]pentyl]-7-[5-(trifluoromethyl)pyrimidin-2-yl]-1H-quinazoline-2,4-dione